CC1CCN(CC1)C1COC2(CNC2)C1 7-(4-methylpiperidin-1-yl)-5-oxa-2-azaspiro[3.4]octane